FC1=CC(=C2C=C(N(C2=C1F)CCNC1=CC(=NC=N1)C1=CC(=CS1)OCC)C)C 5-{6-[2-(6,7-Difluoro-2,4-dimethyl-indol-1-yl)-ethylamino]-pyrimidin-4-yl}-3-ethoxy-thiophen